1,1,1-trifluoro-2-(3-(2-(((R)-piperidin-3-yl)amino)pyrimidin-4-yl)imidazo[1,2-a]pyrazin-6-yl)propan-2-ol FC(C(C)(O)C=1N=CC=2N(C1)C(=CN2)C2=NC(=NC=C2)N[C@H]2CNCCC2)(F)F